1-[4-[5-[tert-butyl(dimethyl)silyl]oxy-5-(trifluoromethyl)-4H-1,2-oxazol-3-yl]phenyl]ethanone [Si](C)(C)(C(C)(C)C)OC1(CC(=NO1)C1=CC=C(C=C1)C(C)=O)C(F)(F)F